tetrachloro-λ3-iodanuide Cl[I-](Cl)(Cl)Cl